COC1=CC=C(CNC(=O)NC2=CC=C(C=C2)CN2C(CCC2)C=2C=NC=CC2)C=C1 1-(4-methoxybenzyl)-3-(4-((2-(pyridin-3-yl)pyrrolidin-1-yl)methyl)phenyl)urea